FC1=C(C=CC(=C1)F)C[C@@H](C(=O)N1CC2(C1)CC(C2)O)NC(=O)C2=CC=1C(=NC=C(C1)C)N2 (S)-N-(3-(2,4-difluorophenyl)-1-(6-hydroxy-2-azaspiro[3.3]heptan-2-yl)-1-oxopropan-2-yl)-5-methyl-1H-pyrrolo[2,3-b]pyridine-2-carboxamide